7-(2,6-dioxopiperidin-3-yl)-4-fluoro-6H-[1,3]dioxolo[4,5-e]isoindole-6,8(7H)-dione O=C1NC(CCC1N1C(C2=CC(=C3C(=C2C1=O)OCO3)F)=O)=O